ZINC OXIDE GOLD [Au+3].[O-2].[Zn+2]